BrC1=C(C=CC=C1)C1(CN(C1)C(=O)OC(C)(C)C)O tert-Butyl 3-(2-bromophenyl)-3-hydroxyazetidine-1-carboxylate